(R)-5-propyl-5-{4-[4-(3,5,6-trimethylpyridin-2-yl)piperazine-1-carbonyl]phenyl}imidazolidine-2,4-dione C(CC)[C@]1(C(NC(N1)=O)=O)C1=CC=C(C=C1)C(=O)N1CCN(CC1)C1=NC(=C(C=C1C)C)C